C1(=CC=CC=C1)OP(OC1=CC=C(C=C1)C)(O)=O phenyl-(4-methylphenyl)phosphoric acid